3-((5-chloropyridin-2-yl)carbamoyl)pyrazine-2-carboxylic acid ClC=1C=CC(=NC1)NC(=O)C=1C(=NC=CN1)C(=O)O